(1S,3R)-3-[3-({[6-(trifluoromethyl)pyridin-3-yl]acetyl}amino)-1H-pyrazol-5-yl]cyclopentyl [(trans-3-hydroxycyclobutyl)methyl]carbamate O[C@@H]1C[C@H](C1)CNC(O[C@@H]1C[C@@H](CC1)C1=CC(=NN1)NC(CC=1C=NC(=CC1)C(F)(F)F)=O)=O